OC1=C(OC2=CC(=CC(=C2C1=O)O)OC)C1=CC=C(C=C1)OC 3,5-dihydroxy-7,4'-dimethoxyflavone